[SH+]1CCCC1 tetrahydrothiophen-1-ium